N-(5-Phospho-D-Ribosyl)-Anthranilat P(=O)(O)(O)OC[C@@H]1[C@H]([C@H](C(O1)NC=1C(C(=O)[O-])=CC=CC1)O)O